tert-butyl [2-({4-(3-ethyl-4-methyl-5-oxo-4,5-dihydro-1H-1,2,4-triazol-1-yl)-5-fluoro-2-(pent-4-en-2-yloxy)benzoyl}amino)-3-methylphenyl]carbamate C(C)C1=NN(C(N1C)=O)C1=CC(=C(C(=O)NC2=C(C=CC=C2C)NC(OC(C)(C)C)=O)C=C1F)OC(C)CC=C